2-bromooxabicyclo[2.1.1]hexane BrC1C2CC(O1)C2